5-chloro-N-(2,4-difluoro-3-(1-(hydroxymethyl)imidazo[1,5-a]pyridin-6-yl)phenyl)-2-methoxypyridine-3-sulfonamide ClC=1C=C(C(=NC1)OC)S(=O)(=O)NC1=C(C(=C(C=C1)F)C=1C=CC=2N(C1)C=NC2CO)F